CO[C@@H]1[C@@H]([C@@H](O)O[C@@H]([C@H]1O)C)O 3-O-methyl-α-D-rhamnopyranose